N-[(2-bromophenyl) methyl]benzyl-N-methylcarbamate BrC1=C(C=CC=C1)CN(C([O-])=O)CCC1=CC=CC=C1